(S)-N-(3-(2-acetamido-6-morpholinopyridin-4-yl)-4-methylphenyl)-3-(2,2,2-trifluoroethyl)pyrrolidine-1-carboxamide C(C)(=O)NC1=NC(=CC(=C1)C=1C=C(C=CC1C)NC(=O)N1C[C@@H](CC1)CC(F)(F)F)N1CCOCC1